FC1([C@H](C1)C1=NNC(=C1)NC([C@@H](C)C=1C=NN(C1)C1=CC(=CC(=C1)F)F)=O)F (S)-N-(3-((R)-2,2-difluorocyclopropyl)-1H-pyrazol-5-yl)-2-(1-(3,5-difluorophenyl)-1H-pyrazol-4-yl)propanamide